(3R)-3-{1-cyclopropyl[({5-[3-(trifluoromethoxy)phenyl]-1,2-oxazol-3-yl}methyl)carbamoyl]amino}-N-methylpiperidine-1-carboxamide C1(CC1)N([C@H]1CN(CCC1)C(=O)NC)C(NCC1=NOC(=C1)C1=CC(=CC=C1)OC(F)(F)F)=O